1-[(2R,5R)-4-hydroxyl-3-methoxy-5-(morpholinooxymethyl)tetrahydrofuran-2-yl]pyrimidine-2,4-dione OC1C([C@@H](O[C@@H]1CON1CCOCC1)N1C(NC(C=C1)=O)=O)OC